methyl 1-(1-methylcyclopropyl)-2-oxo-1,2-dihydropyridine-3-carboxylate CC1(CC1)N1C(C(=CC=C1)C(=O)OC)=O